4-Morpholino-N-(2-(4-(pyridin-2-yl)piperazin-1-yl)pyrimidin-5-yl)benzamid O1CCN(CC1)C1=CC=C(C(=O)NC=2C=NC(=NC2)N2CCN(CC2)C2=NC=CC=C2)C=C1